(Z)-2-ethylbut-2-enedicarboxylic acid C(C)/C(/C(C(=O)O)C(=O)O)=C/C